(l)-2,2'-bis(trifluoromethyl)diaminobiphenyl FC(C1=C(C=CC(=C1N)N)C1=C(C=CC=C1)C(F)(F)F)(F)F